tert-butyl 2'-(quinolin-3-yl)-6',7'-dihydro-5'H-spiro[piperidine-4,4'-pyrazolo[1,5-a]pyridine]-1-carboxylate N1=CC(=CC2=CC=CC=C12)C1=NN2C(C3(CCC2)CCN(CC3)C(=O)OC(C)(C)C)=C1